N'-t-butoxycarbonyl-L-ornithine C(C)(C)(C)OC(=O)NCCC[C@H](N)C(=O)O